N-(4-(1-(2,2,2-trifluoroethyl)-1H-pyrazol-4-yl)quinolin-8-yl)-5-(trifluoromethyl)picolinamide FC(CN1N=CC(=C1)C1=CC=NC2=C(C=CC=C12)NC(C1=NC=C(C=C1)C(F)(F)F)=O)(F)F